tert-butyl (S)-2-(dimethylcarbamoyl)indoline-1-carboxylate CN(C(=O)[C@H]1N(C2=CC=CC=C2C1)C(=O)OC(C)(C)C)C